BrC=1N=C(C(=NC1)N)OCC1=CC(=NC=C1)C#CC1=CC=C(C=C1)F 5-bromo-3-((2-((4-fluorophenyl)ethynyl)pyridin-4-yl)methoxy)pyrazin-2-amine